CC1=CC(=CC2=CC=CC=C12)C=1SC=CC1 2-(4-methylnaphthalen-2-yl)thiophene